ClC=1C=C2CCC[C@]3(C2=CC1)CN(C1=C(OC3)C=CC(=C1)I)C[C@H]1N(CC1)C(=O)OC(C)(C)C Tert-Butyl (S)-2-(((S)-6'-chloro-7-iodo-3',4'-dihydro-2H,2'H-spiro[benzo[b][1,4]oxazepine-3,1'-naphthalen]-5(4H)-yl)methyl)azetidine-1-carboxylate